C1=C(C=CC2=CC=CC=C12)C1=C(N=C2N1C=CC(=C2)C(=O)OC)C2=NC=CC=C2 methyl 3-(naphthalen-2-yl)-2-(pyridin-2-yl)imidazo[1,2-a]pyridine-7-carboxylate